7-(6,7-dihydrothiazolo[5,4-c]pyridin-5(4H)-yl)-2-(trifluoromethyl)-thiazolo[5,4-d]pyrimidine N1=CSC=2CN(CCC21)C=2C1=C(N=CN2)SC(=N1)C(F)(F)F